C(C)(C)(C)OC(=O)N1C(CNCC1C1=C(C=CC=C1)CNNS(=O)(=O)C1=CC=C(C)C=C1)F 2-fluoro-6-((2-tosylhydrazinomethyl)phenyl)piperazine-1-carboxylic acid tert-butyl ester